C(C1=CC=CC=C1)(=O)[Se] benzoyl-selenium